C(CCCC1=NN=C(S1)C(=O)NCC1=NC=CC(=C1)Cl)C1=NN=C(S1)C(=O)NCC1=NC=CC(=C1)Cl 5,5'-(Butane-1,4-diyl)bis(N-((4-chloropyridin-2-yl)methyl)-1,3,4-thiadiazole-2-carboxamide)